(S)-5-((5-(2-methoxy-4-methyl-6-(piperidin-3-ylmethoxy)phenyl)-1H-pyrazol-3-yl)amino)pyrazine-2-carbonitrile COC1=C(C(=CC(=C1)C)OC[C@@H]1CNCCC1)C1=CC(=NN1)NC=1N=CC(=NC1)C#N